1-fluorobicyclo[2.2.2]octane FC12CCC(CC1)CC2